C1(CCCC1)[C@@H]1OCC2=CC(=CC=C2[C@@H]1C1=CC=C(C=C1)N1CCC(CC1)C(OC)OC)O (3S,4S)-3-cyclopentyl-4-(4-(4-(dimethoxymethyl)piperidin-1-yl)phenyl)isochroman-7-ol